C1(C=CC2=CC=CC=C12)[Cr]C1C=CC2=CC=CC=C12 diindenyl-chromium